F[C@H]1CN(CC[C@H]1NC1=C2C=C(N(C2=CC=C1)CC(F)(F)F)C(=O)NNC(CNC1=C(C=C(C=C1)S(=O)(=O)C)OC)=O)C |r| (+/-)-4-(((3S,4R)-3-fluoro-1-methylpiperidin-4-yl)amino)-N'-((2-methoxy-4-(methylsulfonyl)phenyl)glycyl)-1-(2,2,2-trifluoroethyl)-1H-indole-2-carbohydrazide